2-(4-(2-acetyl-5-chlorophenyl)-3-methoxy-6-oxopyridazin-1(6H)-yl)-3-phenyl-N-(quinoxalin-6-yl)propanamide C(C)(=O)C1=C(C=C(C=C1)Cl)C=1C(=NN(C(C1)=O)C(C(=O)NC=1C=C2N=CC=NC2=CC1)CC1=CC=CC=C1)OC